CC1COC2=C(N1)C=CC=C2 2,3-dihydro-3-methyl-1,4-benzoxazine